FC=1C(=C2C=CNC2=CC1)O 5-fluoro-4-hydroxy-indol